1-[2-(5-Chloro-2-pyridinyl)-5-(methylsulfonylmethyl)-1,2,4-triazol-3-yl]ethanamine ClC=1C=CC(=NC1)N1N=C(N=C1C(C)N)CS(=O)(=O)C